N-[2-oxo-2-(2,2,2-trifluoroethylamino)ethyl]-4-[(5R or S)-5-[3-chloro-2-fluoro-5-(trifluoromethyl)phenyl]-5-(trifluoromethyl)-4H-isoxazol-3-yl]naphthalene-1-carboxamide O=C(CNC(=O)C1=CC=C(C2=CC=CC=C12)C1=NO[C@@](C1)(C(F)(F)F)C1=C(C(=CC(=C1)C(F)(F)F)Cl)F)NCC(F)(F)F |o1:19|